ClC1=C(C(=O)NCCNC(=O)[C@H]2NC[C@@H](C2)O)C=CC(=C1)NC=1C=2N(C=CN1)C(=CN2)C=2C(=NNC2)C(F)(F)F (2S,4R)-N-[2-[[2-chloro-4-[[3-[3-(trifluoromethyl)-1H-pyrazol-4-yl]imidazo[1,2-a]pyrazin-8-yl]amino]benzoyl]amino]ethyl]-4-hydroxypyrrolidine-2-carboxamide